ClC(C1=NC(=NC(=N1)C(Cl)(Cl)Cl)C=CC=1OC(=CC1)C)(Cl)Cl 2,4-bis(trichloromethyl)-6-[2-(5-methyl-2-furyl)ethenyl]-s-triazine